ClC=1SC(=CC1N1C(=NCC1)N(CCO)CC)Cl 2-(2,5-dichlorothiophen-3-yl-(ethyl)(4,5-dihydro-1H-imidazol-2-yl)amino)ethan-1-ol